C(C)OC(=O)C=1C(=NN(C1CC)C1=CC(=NC=C1C)CC1=CC(=CC(=C1)C(F)(F)F)F)C ethyl-1-(2-(3-fluoro-5-(trifluoromethyl)benzyl)-5-methylpyridin-4-yl)-3-methyl-1H-pyrazole-4-carboxylic acid ethyl ester